C(C)OC(=O)C1(CC(C1)CN1N(C[C@H]2[C@@H]1C(CN2C(=O)OC(C)(C)C)(F)F)C)C (cis)-tert-Butyl 1-((3-(ethoxycarbonyl)-3-methylcyclobutyl)methyl)-6,6-difluoro-2-methylhexahydropyrrolo[3,2-c]pyrazole-4(2H)-carboxylate